methyl 1,3-dimethyl-2-oxo-1,3-benzodiazole-5-carboxylate CN1C(N(C2=C1C=CC(=C2)C(=O)OC)C)=O